(R)-6-(4-chlorophenyl)-N-(piperidin-3-yl)-2-(pyridin-3-yl)pyrimidin-4-amine ClC1=CC=C(C=C1)C1=CC(=NC(=N1)C=1C=NC=CC1)N[C@H]1CNCCC1